CC=1NC2=C(C=CC(=C2C1)C1=C(C(=CC=C1)N1C=NC2=CC=CC=C2C1=O)C)C(=O)N 2-methyl-4-(2-methyl-3-(4-oxoquinazolin-3(4H)-yl)phenyl)-1H-indole-7-carboxamide